CC1(CN(C1)CCC)[C@](O)(C1=CC=C(C=C1)OC(F)(F)F)C=1C=NC=C(C1)N1CCCC1 (R)-(3-methyl-1-propyl-azetidin-3-yl)-(5-pyrrolidin-1-yl-pyridin-3-yl)-(4-trifluoromethoxy-phenyl)-methanol